N-[6-[(3-methoxyazetidin-1-yl)methyl]pyridazin-3-yl]-1H-benzimidazol-5-amine COC1CN(C1)CC1=CC=C(N=N1)NC1=CC2=C(NC=N2)C=C1